butanedioic acid compound with (1S)-(3R)-1-azabicyclo[2.2.2]oct-3-yl 3,4-dihydro-1-phenyl-2(1H)-isoquinolinecarboxylate C1(=CC=CC=C1)[C@@H]1N(CCC2=CC=CC=C12)C(=O)O[C@H]1CN2CCC1CC2.C(CCC(=O)O)(=O)O